(3R)-3-[(1S)-2-tert-butoxy-1-[(3-formylphenyl)methyl]-2-oxo-ethyl]pyrrolidine-1-carboxylic acid tert-butyl ester C(C)(C)(C)OC(=O)N1C[C@H](CC1)[C@@H](C(=O)OC(C)(C)C)CC1=CC(=CC=C1)C=O